C(C)(C)(C)OC(C1=C(C=C(C=C1)N1[C@@H]2C[C@H]([C@H](C1)C2)OCC2=C(N=NN2C2=C(C=CC=C2Cl)Cl)C2CC2)F)=O.N2C[C@H](CC2)C=O ((S)-pyrrolidin-3-yl)methanone tert-butyl-4-[(1S,4S,5R)-5-[[4-cyclopropyl-1-(2,6-dichlorophenyl)-1H-1,2,3-triazol-5-yl]methoxy]-2-azabicyclo[2.2.1]heptan-2-yl]-2-fluorobenzoate